N-[3-chloro-4-[4-(pyrrolidin-3-ylmethyl)piperazine-1-carbonyl]phenyl]-5-(2,3-difluoro-4-methoxy-phenyl)-1-methyl-imidazole-2-carboxamide formate C(=O)O.ClC=1C=C(C=CC1C(=O)N1CCN(CC1)CC1CNCC1)NC(=O)C=1N(C(=CN1)C1=C(C(=C(C=C1)OC)F)F)C